tert-Butyl 5-chloro-4,4-difluoro-3,4-dihydroisoquinoline-2(1H)-carboxylate ClC1=C2C(CN(CC2=CC=C1)C(=O)OC(C)(C)C)(F)F